CO[C@H]1CNCC[C@H]1CC(=O)OC methyl 2-((3R,4S)-3-methoxypiperidin-4-yl)acetate